Ethyl 2-(4-(((5,7-dichloroquinolin-2-yl)methylene)amino)phenoxy)propanoate ClC1=C2C=CC(=NC2=CC(=C1)Cl)C=NC1=CC=C(OC(C(=O)OCC)C)C=C1